tert-butyl (2S,4R)-2-(5-bromo-4-mercaptopyridin-3-yl)-4-hydroxypyrrolidine-1-carboxylate BrC=1C(=C(C=NC1)[C@H]1N(C[C@@H](C1)O)C(=O)OC(C)(C)C)S